NC=1N=NC(=CC1C#CC1CC2(C1)CCN(CC2)C(=O)OC(C)(C)C)Cl tert-Butyl 2-((3-amino-6-chloropyridazin-4-yl)ethynyl)-7-azaspiro[3.5]nonane-7-carboxylate